6-[5-chloro-2-(1-methyl-1H-1,2,3-triazol-4-yl)phenyl]Pyrimidin-4-ol ClC=1C=CC(=C(C1)C1=CC(=NC=N1)O)C=1N=NN(C1)C